C1(CCCCC1)C(CC(=O)C1=CC=CC=C1)=O 1-cyclohexyl-3-phenyl-1,3-propanedione